C1(=CC=CC2=CC=CC=C12)S(=O)(=O)O naphthalene-sulphonic acid